The molecule is an oxo monocarboxylic acid that is acetylpyruvic acid in which one of the hydrogens of the methyl group is replaced by a hydroxy group. It is a hydroxy monocarboxylic acid, an oxo monocarboxylic acid and a beta-diketone. It derives from an acetylpyruvic acid. It is a conjugate acid of a 5-hydroxy-2,4-dioxopentanoate. C(C(=O)CO)C(=O)C(=O)O